4-azido-4'-dimethylaminocinnamyl-acetophenone N(=[N+]=[N-])C1=CC=C(C=CCCC(=O)C2=CC=C(C=C2)N(C)C)C=C1